FC=1C=C(C=C(C1)F)S(=O)(=O)NC=1C=C2C(=NNC2=CC1)\C=C\C=1C=NC=CC1 (E)-3,5-difluoro-N-(3-(2-(pyridin-3-yl)vinyl)-1H-indazol-5-yl)benzenesulfonamide